C[C@H]1N(C(O[C@H]1C1=CC=CC=C1)=O)C(CC)=O (4R,5S)-4-methyl-5-phenyl-3-propanoyl-1,3-oxazolidin-2-one